tert-butyl (3-(4-amino-2-(((tert-butyldimethylsilyl)oxy)methyl)phenyl)prop-2-yn-1-yl)carbamate NC1=CC(=C(C=C1)C#CCNC(OC(C)(C)C)=O)CO[Si](C)(C)C(C)(C)C